3-(3-chloro-4-methoxyphenyl)-1-(2,2-difluoroethyl)-1H-indazole-5-carboxylic acid ClC=1C=C(C=CC1OC)C1=NN(C2=CC=C(C=C12)C(=O)O)CC(F)F